COC(C(CCOC)O)=O hydroxy-4-methoxy-butanoic acid methyl ester